2-[[tert-butyl(diphenyl)silyl]oxymethyl]-3-hydroxy-5-oxo-pyrrolidine-1-carboxylate [Si](C1=CC=CC=C1)(C1=CC=CC=C1)(C(C)(C)C)OCC1N(C(CC1O)=O)C(=O)[O-]